N1CCC(CC1)CCCCNC(OCC1C2=CC=CC=C2C=2C=CC=CC12)=O (9H-fluoren-9-yl)methyl (4-(piperidin-4-yl)butyl)carbamate